COC(=O)C=1N=C2N(CC(CC2)C2CCN(CC2)C(C)=O)C1 6-(1-Acetylpiperidin-4-yl)-5,6,7,8-tetrahydroimidazo[1,2-a]pyridine-2-carboxylic acid methyl ester